NC=1SC2=C(N1)C(=CC=C2F)C2=C(C=C1C(=C(C=NC1=C2F)C#N)N2CCN(CC2)C(C(=C)F)=O)Cl 7-(2-amino-7-fluorobenzo[d]thiazole-4-yl)-6-chloro-8-fluoro-4-(4-(2-fluoroacryloyl)piperazin-1-yl)quinoline-3-carbonitrile